C1N(CCC2=CC=CC=C12)C1=CC(=NC2=C(N=CC=C12)C1=CC=NN1)N1CCOCC1 4-(3,4-dihydroisoquinolin-2(1H)-yl)-2-(morpholin-4-yl)-8-(1H-pyrazol-5-yl)-1,7-naphthyridine